tert-butyl-6-(2-methoxyethoxy)-5-[(1-oxo-1λ5-pyridin-4-yl)oxy]-1H-indole-1-carboxylate C(C)(C)(C)OC(=O)N1C=CC2=CC(=C(C=C12)OCCOC)OC1=CC=N(C=C1)=O